6-bromo-N-[4,6-dimethoxy-5-(1,1,2,2-tetradeuterio-2-fluoro-ethoxy)pyrimidin-2-yl]-7-pyrazol-1-yl-1H-indole-3-sulfonamide BrC1=CC=C2C(=CNC2=C1N1N=CC=C1)S(=O)(=O)NC1=NC(=C(C(=N1)OC)OC(C(F)([2H])[2H])([2H])[2H])OC